hydroxyferuloyl-CoA O/C(/C(=O)SCCNC(CCNC([C@@H](C(COP(OP(OC[C@@H]1[C@H]([C@H]([C@@H](O1)N1C=NC=2C(N)=NC=NC12)O)OP(=O)(O)O)(=O)O)(=O)O)(C)C)O)=O)=O)=C\C1=CC(OC)=C(O)C=C1